2-(2-((5-cyclopropyl-4-oxo-4,5,6,7-tetrahydro-2H-pyrazolo[4,3-c]pyridin-2-yl)methyl)-3-fluoroallyl)isoindole-1,3-dione C1(CC1)N1C(C=2C(CC1)=NN(C2)CC(CN2C(C1=CC=CC=C1C2=O)=O)=CF)=O